Cl.NC/C=C/CNC1=C(C=C(C(=O)N)C=C1[N+](=O)[O-])OC (E)-4-((4-aminobut-2-en-1-yl)amino)-3-methoxy-5-nitrobenzamide hydrochloride